CN(CCCN(C(CC(F)(F)F)=O)C(CCCCCC(=O)OCC(CCCCCCCC)CCCCCC)CCCCCC(=O)OCC(CCCCCCCC)CCCCCC)C BIS(2-HEXYLDECYL) 7-(N-(3-(DIMETHYLAMINO)PROPYL)-3,3,3-TRIFLUOROPROPANAMIDO)TRIDECANEDIOATE